OCC1CC(C1)CN1CCN(CC1)C(=O)OC(C)(C)C tert-butyl 4-[[3-(hydroxymethyl)cyclobutyl]methyl]piperazine-1-carboxylate